BrC1=C(C=C(C(=O)N2CC=3N(CC2)C(N(C3C(=O)N[C@H](C)C3=C(C=C(C=C3)OCC#N)F)C3=CC=C(C=C3)OC3CC3)=O)C=C1)Cl |r| 7-(4-bromo-3-chloro-benzoyl)-2-[4-(cyclopropoxy)phenyl]-3-oxo-N-[rac-(1R)-1-[4-(cyanomethoxy)-2-fluoro-phenyl]ethyl]-6,8-dihydro-5H-imidazo[1,5-a]pyrazine-1-carboxamide